COCCN(C=1N=C(C2=C(N1)C(=NC(=N2)N(CCOC)CCOC)N2C[C@@H](CC2)OC)N2CCC(CC2)OC)CCOC (R)-N2,N2,N6,N6-tetrakis(2-methoxyethyl)-4-(4-methoxypiperidin-1-yl)-8-(3-methoxypyrrolidin-1-yl)pyrimido[5,4-d]pyrimidine-2,6-diamine